1-isopropyl-3-methyl-8-(6-(2,2,2-trifluoro-1-(2-(3-methoxypyrrolidin-1-yl)ethoxy)ethyl)pyridin-3-yl)-1,3-dihydro-2H-imidazo[4,5-c]cinnolin-2-one C(C)(C)N1C(N(C=2N=NC=3C=CC(=CC3C21)C=2C=NC(=CC2)C(C(F)(F)F)OCCN2CC(CC2)OC)C)=O